C(=O)O.C(=O)O.CN(CCC1OC2(OC1)CCN(CC2)C(=O)[C@H](CC(C)C)N2C([C@@H](NCC2)CC(C)C)=O)C (S)-1-[(S)-1-({2-[2-(Dimethylamino)eth-yl]-1,4-dioxa-8-aza-8-spiro[4.5]decyl}carbonyl)-3-methylbutyl]-3-isobutyl-2-piperazinone, bisformic acid salt